FC(CC[Si]1(O[SiH2]O[SiH2]O1)CC)(F)F trifluoropropyl-ethyl-cyclotrisiloxane